ClC1=C(C=CC(=C1)C(F)(F)F)NC(=O)C1(CCC1)N1N=CC(=C1)C#CC1CN(C1)C(=O)OC(C)(C)C tert-butyl 3-((1-(1-((2-chloro-4-(trifluoromethyl)phenyl)carbamoyl) cyclobutyl)-1H-pyrazol-4-yl)ethynyl)azetidine-1-carboxylate